FC1=C(C(=C(C=C1)OS(=O)(=O)C)COC(C)=O)COC(C)=O 1-fluoro-2,3-bis(acetyloxymethyl)-4-methylsulfonyloxybenzene